(S)-4-(6-chloropyrido[3,2-d]pyrimidin-4-yl)-3-methylpiperazine-1-carboxylic acid tert-butyl ester C(C)(C)(C)OC(=O)N1C[C@@H](N(CC1)C=1C2=C(N=CN1)C=CC(=N2)Cl)C